(R)-N-(4-((7-cyano-1-methyl-2-((2-(tetrahydrofuran-3-yl)-6-(trifluoromethyl)pyridin-4-yl)amino)-1H-imidazo[4,5-b]pyridin-6-yl)oxy)pyridin-2-yl)acetamide C(#N)C1=C2C(=NC=C1OC1=CC(=NC=C1)NC(C)=O)N=C(N2C)NC2=CC(=NC(=C2)C(F)(F)F)[C@@H]2COCC2